C(C=C)(=O)NC1=CC=C(C=C1)B(O)O 4-(acrylamido)phenylboronic acid